CON=C(COC1=CC(=NN1C)C(F)F)C1=CC=C(C=C1)F 2-((3-(difluoromethyl)-1-methyl-1H-pyrazol-5-yl)oxy)-1-(4-fluorophenyl)ethane-1-one-O-methyl oxime